OC(C(=O)OCCCCCCOC(CCCCCCCCC)=O)CCC(=O)OCCCCCCOC(CCCCCCCCC)=O Bis(6-(decanoyloxy)hexyl) 2-hydroxypentanedioate